tert-butyl N-[[4-(tert-butoxycarbonylamino)-6,7-dichloro-3-(1-tetrahydropyran-2-ylpyrazol-4-yl)-1H-indol-2-yl]methyl]carbamate C(C)(C)(C)OC(=O)NC1=C2C(=C(NC2=C(C(=C1)Cl)Cl)CNC(OC(C)(C)C)=O)C=1C=NN(C1)C1OCCCC1